OCC1OC(C2C1OC(O2)(C)C)C#N 6-(hydroxymethyl)-2,2-dimethyltetrahydrofuro[3,4-d][1,3]Dioxolane-4-carbonitrile